Cl.NCC1CCC(CC1)C(=O)OC methyl (1R,4R)-4-(aminomethyl)cyclohexane-1-carboxylate hydrochloride